tert-butyl (R)-(cyclobutylmethyl)(1-(6-(3-(4-iodo-1H-imidazol-1-yl)oxetan-3-yl)pyridin-3-yl)piperidin-3-yl)carbamate C1(CCC1)CN(C(OC(C)(C)C)=O)[C@H]1CN(CCC1)C=1C=NC(=CC1)C1(COC1)N1C=NC(=C1)I